(picolinoyl)iridium (III) N1=C(C=CC=C1)C(=O)[Ir+2]